5H-benzo[7]annulene-3-carboxamide C1=CC(=CC2=C1C=CC=CC2)C(=O)N